5-amino-1-(cyclopentylmethyl)-1H-pyrazole-4-carboxylic acid ethyl ester C(C)OC(=O)C=1C=NN(C1N)CC1CCCC1